ClN1C(=C(C2=NC(=CC=C21)OC)C=2C=NNC2)C2=NN=C(N2)OC chloro-5-methoxy-2-(5-methoxy-4H-1,2,4-triazol-3-yl)-3-(1H-pyrazol-4-yl)-1H-pyrrolo[3,2-b]pyridine